(2S)-2-cyclopropyl-2-hydroxy-N-[(3R,4R)-4-methyl-1-[8-(trifluoromethyl)quinolin-5-yl]pyrrolidin-3-yl]acetamide C1(CC1)[C@@H](C(=O)N[C@H]1CN(C[C@H]1C)C1=C2C=CC=NC2=C(C=C1)C(F)(F)F)O